2,3-bis(4-aminonaphthoxy)naphthalene NC1=CC=C(C2=CC=CC=C12)OC1=CC2=CC=CC=C2C=C1OC1=CC=C(C2=CC=CC=C12)N